FC=1C=CC(=NC1)C1=NC=CC=C1C=1C=CC=2N(C1)C(=CN2)C(=O)N 6-(5'-Fluoro-[2,2'-bipyridin]-3-yl)imidazo[1,2-a]pyridin-3-carboxamid